1-(1-(cyclopropylmethyl)piperidin-4-yl)-1H-pyrazol-4-amine C1(CC1)CN1CCC(CC1)N1N=CC(=C1)N